1-decyl-sodium C(CCCCCCCCC)[Na]